isooctanethiol C(CCCCC(C)C)S